3,5-diethoxy-α-methylstyrene C(C)OC=1C=C(C(=C)C)C=C(C1)OCC